(trifluoromethyl)pyridin-2-amine hydrochloride Cl.FC(F)(F)C=1C(=NC=CC1)N